2-((2R,5S)-5-methyl-2-(2-(1-methyl-2-oxopiperidin-4-yl)benzo[d]thiazol-5-yl)piperidin-1-yl)-2-oxo-N-(1H-pyrazolo[4,3-c]pyridin-7-yl)acetamide C[C@H]1CC[C@@H](N(C1)C(C(=O)NC=1C2=C(C=NC1)C=NN2)=O)C=2C=CC1=C(N=C(S1)C1CC(N(CC1)C)=O)C2